NC1=NC=C(C2=C1C(=NN2C(C)C)C2=CC(=C(C=C2F)NS(=O)(=O)C2=CC=C(C=C2)OC)F)C2CCC(CC2)NCCOC N-(4-(4-amino-1-isopropyl-7-((1r,4r)-4-((2-methoxyethyl)amino)cyclohexyl)-1H-pyrazolo[4,3-c]pyridin-3-yl)-2,5-difluorophenyl)-4-methoxybenzenesulfonamide